6-[5-[(1R)-1-(3,5-dichloro-4-pyridyl)ethoxy]-1H-indazol-3-yl]-1'-ethylspiro[chromane-2,4'-piperidine] ClC=1C=NC=C(C1[C@@H](C)OC=1C=C2C(=NNC2=CC1)C=1C=C2CCC3(CCN(CC3)CC)OC2=CC1)Cl